C(CCCCCCCCCCC)[N+]1=CC=CC=C1 N-Dodecyl-pyridinium